(3s,4r)-4-((4-(3-(chloromethyl)-8-fluoro-4-isopropylquinolin-6-yl)-5-fluoropyrimidin-2-yl)amino)tetrahydro-2H-pyran-3-ol ClCC=1C=NC2=C(C=C(C=C2C1C(C)C)C1=NC(=NC=C1F)N[C@H]1[C@@H](COCC1)O)F